[1-[2-[4,6-bis(4-fluorophenyl)-5-(4-pyridyl)pyrazolo[3,4-b]pyridin-2-yl]ethyl]piperidin-4-yl]ethanol FC1=CC=C(C=C1)C=1C=2C(N=C(C1C1=CC=NC=C1)C1=CC=C(C=C1)F)=NN(C2)CCN2CCC(CC2)C(C)O